5-Chloro-2-(methylthio)-6-(trifluoromethyl)pyrimidin-4-ol ClC=1C(=NC(=NC1C(F)(F)F)SC)O